3-Butyl-3,4,5,6-tetrahydropyrimidin C(CCC)N1C=NCCC1